5-aminooxan-3-ol NC1CC(COC1)O